10,10-dimethyl-5,8,11-eicosatrienoic acid CC(C=CCC=CCCCC(=O)O)(C=CCCCCCCCC)C